CC(CC[Si](C=1N(N=CC1)C1OCCCC1)(C)C)(C)C 3,3-dimethylbutyl-dimethyl-(2-tetrahydropyran-2-ylpyrazol-3-yl)silane